C(C)(C)(C)OC(=O)N1CCN(CC1)C(C(=O)O)C 2-[4-(tert-butoxycarbonyl)piperazin-1-yl]propanoic acid